FC=1C=C(C=C2C=NC(=NC12)N1CCN(C2(COC2)C1)C(C)=O)C=C 1-(8-(8-fluoro-6-vinylquinazolin-2-yl)-2-oxa-5,8-diazaspiro[3.5]nonan-5-yl)ethan-1-one